FC1(CCC(CC1)N(C1=CC=CC=C1)C(CC1(CCN(CC1)C(N(C)C1=CC=C(C=C1)F)=O)C(=O)O)=O)F 4-[2-(N-(4,4-difluorocyclohexyl)anilino)-2-oxo-ethyl]-1-[(4-fluorophenyl)-methyl-carbamoyl]piperidine-4-carboxylic acid